N-Hydroxysulfosuccinimide sodium [Na].ON1C(C(CC1=O)S(=O)(=O)O)=O